(S)-4-(1-(difluoromethyl)-5-fluoro-2,3-dihydro-1H-benzo[d]pyrrolo[1,2-a]imidazol-7-yl)-5-fluoro-N-(5-((9-methyl-3,9-diazaspiro[5.5]undecan-3-yl)methyl)pyridin-2-yl)pyrimidin-2-amine FC([C@@H]1CCC=2N1C1=C(N2)C(=CC(=C1)C1=NC(=NC=C1F)NC1=NC=C(C=C1)CN1CCC2(CC1)CCN(CC2)C)F)F